C[C@@H]1C(NC(C1)(C)C)=O |o1:1| (S)- or (R)-3,5,5-trimethyl-pyrrolidin-2-one